CC1=CC=CC(=N1)C1=NC=CC(=N1)NC1=NC(=NC=C1)NC1=CC=C(S1)C(=O)O[C@@H]1CN(CC1)C [(3S)-1-methylpyrrolidin-3-yl] 5-[[4-[[2-(6-methyl-2-pyridyl)pyrimidin-4-yl]amino]pyrimidin-2-yl]amino]thiophene-2-carboxylate